(4s,6r)-2-(7-(2,4-difluoro-6-(2-methoxyethoxy)phenyl)-4-hydroxythieno[3,2-c]pyridin-6-yl)-4,6-dimethyl-6,7-dihydropyrazolo[1,5-a]pyrazine-5(4H)-carboxylic acid tert-butyl ester C(C)(C)(C)OC(=O)N1[C@H](C=2N(C[C@H]1C)N=C(C2)C2=C(C1=C(C(=N2)O)C=CS1)C1=C(C=C(C=C1OCCOC)F)F)C